1-(2-methoxy-5-methylbenzyl)-5-methyl-2-(4-(trifluoromethoxy)phenyl)-1H-imidazole COC1=C(CN2C(=NC=C2C)C2=CC=C(C=C2)OC(F)(F)F)C=C(C=C1)C